NC=1N=NC(=CC1C=1C=NN(C1)C(C#CC1CC2(C1)CCN(CC2)C(=O)OC(C)(C)C)C)C2=C(C=CC=C2)OCOC tert-butyl 2-[3-[4-[3-amino-6-[2-(methoxymethoxy) phenyl] pyridazin-4-yl] pyrazol-1-yl] but-1-ynyl]-7-azaspiro[3.5]nonane-7-carboxylate